6-((9-amino-10-methoxy-5,6-dihydrobenzo[d]thieno[3,4-b]oxepin-3-yl)methyl)-2,6-diazaspiro[3.3]heptane-2-carboxylic acid tert-butyl ester C(C)(C)(C)OC(=O)N1CC2(C1)CN(C2)CC=2SC=C1C2OCCC2=C1C(=C(C=C2)N)OC